CC1=C(C(=O)OC(C2=CC=CC=C2)=O)C=CC=C1 o-Methylbenzoylbenzoate